ClC1=CC=C(C=C1)NC(NC1=CC(=CC=C1)C1=CC=C(C=C1)Cl)=O 3-(4-chlorophenyl)-1-[3-(4-chlorophenyl)phenyl]urea